C1(CC1)S(=O)(=O)NC1=NC=CC(=N1)C(C(=O)NC1=NC=C(C=C1)C1=NC(=CN=C1)C(F)(F)F)(C)C 2-(2-(cyclopropanesulfonylamino)pyrimidin-4-yl)-2-methyl-N-(5-(6-(trifluoromethyl)pyrazin-2-yl)pyridin-2-yl)propionamide